fluoro-4-(2-methoxyethoxy)benzamide FC1=C(C(=O)N)C=CC(=C1)OCCOC